C(C)(C)(C)C(C(=O)[O-])N1CCN(CCN(CCN(CC1)C(C(=O)[O-])(C(C)(C)C)C(C)(C)C)CC(=O)NCCN)CC(=O)[O-] tri-tert-butyl-2,2',2''-(10-(2-((2-aminoethyl)amino)-2-oxoethyl)-1,4,7,10-tetraazacyclododecane-1,4,7-triyl)triacetate